FC1=NC=C(C=C1\C=N\NC(=O)C1=NC(=CN=C1)C=1C=NC(=CC1)OC(F)(F)F)OC (E)-N'-((2-fluoro-5-methoxypyridin-3-yl)methylene)-6-(6-(trifluoromethoxy)pyridin-3-yl)pyrazine-2-carbohydrazide